COC(=O)C=1C=CC2=C(N(C(=N2)CC2=C(C(=C(C=C2)C2=NC(=CC=C2)OCC2=C(C=C(C=C2)C#N)F)F)C#N)CCOC)C1 2-(2-cyano-4-(6-((4-cyano-2-fluorobenzyl)oxy)pyridin-2-yl)-3-fluorobenzyl)-1-(2-methoxyethyl)-1H-benzo[d]Imidazole-6-carboxylic acid methyl ester